C(C1=CC=CC=C1)(=O)ON=C(C(=O)C1=CC=C(C=C1)SC1=CC=CC=C1)CCCCCC N-benzoyloxy-1-(4-phenylsulfanylphenyl)octan-1-one-2-imine